C1=CC=CC=2C3=CC=CC=C3C(C12)COC(=O)N([C@H](C(=O)O)CC1=CC(=CC=C1)C(F)(F)F)C (2S)-2-[9H-fluoren-9-ylmethoxycarbonyl(methyl)amino]-3-[3-(trifluoromethyl)phenyl]propanoic acid